COC=1C=C(C=CC1OC)C=1NC2=CC=C(C=C2C1C(C)C)O[C@@H]1CNCC1 (S)-2-(3,4-Dimethoxyphenyl)-3-isopropyl-5-(pyrrolidin-3-yloxy)-1H-indol